(S)-3-(1-(5-acetamidopyridin-3-yl)pyrrolidin-3-yl)-4-methyl-N-(5-(trifluoromethyl)pyridin-3-yl)benzamide Aconitate C(C=C(C(=O)O)CC(=O)O)(=O)O.C(C)(=O)NC=1C=C(C=NC1)N1C[C@@H](CC1)C=1C=C(C(=O)NC=2C=NC=C(C2)C(F)(F)F)C=CC1C